(thiazol-5-ylmethyl)nicotinamide S1C=NC=C1CC1=C(C(=O)N)C=CC=N1